FC1=C(C(=CC(=C1)C(F)(F)F)F)C1=NC=CC=C1O 2-[2,6-difluoro-4-(trifluoromethyl)phenyl]pyridin-3-ol